amino-N-[4-(4-[[2-(dimethylamino)ethyl]amino]-3-methyl-1H-pyrazolo[3,4-d]pyrimidin-6-yl)phenyl]pyridine-3-sulfonamide NC1=NC=CC=C1S(=O)(=O)NC1=CC=C(C=C1)C1=NC(=C2C(=N1)NN=C2C)NCCN(C)C